3-(3-trifluoromethylphenyl)-propionic acid FC(C=1C=C(C=CC1)CCC(=O)O)(F)F